FC1(CC(CC1)NC=1C(=NC(=NC1)N1N=C(C=C1C)C)C(=O)O)F ((3,3-difluorocyclopentyl)amino)-2-(3,5-dimethyl-1H-pyrazol-1-yl)pyrimidine-4-carboxylic acid